2,5-dinitrobenzyl p-methylbenzenesulfonate CC1=CC=C(C=C1)S(=O)(=O)OCC1=C(C=CC(=C1)[N+](=O)[O-])[N+](=O)[O-]